2-[5-chloro-2-methyl-4-(trifluoromethoxy)phenyl]-4-oxo-1H-1,6-naphthyridine-5-carboxamide ClC=1C(=CC(=C(C1)C=1NC=2C=CN=C(C2C(C1)=O)C(=O)N)C)OC(F)(F)F